acryloxyhexyldimethylmethoxysilane C(C=C)(=O)OCCCCCC[Si](OC)(C)C